FC1=C(\C=N\S(=O)C(C)(C)C)C=CC=C1 (E)-N-(2-fluorobenzylidene)-2-methylpropane-2-sulfinamide